NCCNCCC[Si](OCC)(OCC)C N-(2-aminoethyl)-3-aminopropyl-methyl-diethoxysilane